CC1=CC=C(C=C1)S(=O)(=O)NN=C1C(CC(CC1)C(=O)OCC)C 4-ethoxycarbonyl-methyl-cyclohexanone p-toluenesulfonyl hydrazone